((6-acetylbenzo[d]oxazol-2-yl)amino)-N-(2-methoxyethoxy)-1-methyl-1H-benzo[d]imidazole-5-carboxamide C(C)(=O)C1=CC2=C(N=C(O2)NC2=NC3=C(N2C)C=CC(=C3)C(=O)NOCCOC)C=C1